ClC=1C=CC(=C(C1)NC(=S)NC(=O)NCCC1CCN(CC1)C1=NN(C=N1)C1=CC=C(C=C1)OC(F)(F)F)C(C)C 1-[(5-chloro-2-isopropyl-phenyl)carbamothioyl]-3-[2-[1-[1-[4-(trifluoromethoxy)phenyl]-1,2,4-triazol-3-yl]-4-piperidyl]ethyl]urea